O1[C@@H](COCC1)CNC(=O)C1=C(C2=C(CCC3=CN(N=C23)C[C@@H]2OCCOC2)O1)C(F)(F)F N-{[(2R)-1,4-dioxan-2-yl]methyl}-2-{[(2S)-1,4-dioxan-2-yl]methyl}-8-(trifluoromethyl)-4,5-dihydro-2H-furo[2,3-g]indazole-7-carboxamide